C(C)(C)(C)OC(=O)N1[C@H](CN(CC1)C=1C2=C(N=C(N1)OC[C@H]1N(CC(C1)(F)F)C)CN(CC2)CC2=CC=CC=C2)CC#N (S)-4-{7-benzyl-2-[((2S)-4,4-difluoro-1-methylpyrrolidin-2-yl)methoxy]-5,6,7,8-tetrahydropyrido[3,4-d]pyrimidin-4-yl}-2-(cyanomethyl)piperazine-1-carboxylic acid tert-butyl ester